C(C)OC(=O)C1=CC2=C(S1)C=C(C=C2)N2CCN(CC2)C(C)C 6-(4-Isopropylpiperazin-1-yl)benzo[b]thiophene-2-carboxylic acid ethyl ester